((6-isopropyl-5-(1H-pyrazol-4-yl)-1H-pyrazolo[4,3-g]isoquinolin-8-yl)imino)dimethyl-λ6-sulfanone C(C)(C)C=1N=C(C2=CC3=C(C=C2C1C=1C=NNC1)C=NN3)N=S(=O)(C)C